BrC1=C(C(=CC=C1)C(CCOCC(C#C)(C)C)Br)F 1-bromo-3-(1-bromo-3-((2,2-dimethylbut-3-yn-1-yl)oxy)propyl)-2-fluorobenzene